FC1(C(C1)N1N=C(C=C1)OC)F 1-(2,2-difluorocyclopropyl)-3-methoxy-1H-pyrazole